(S)-6-(1-amino-1,3-dihydrospiro[indene-2,4'-piperidine]-1'-yl)-3-(1-(4-chloropyridin-3-yl)vinyl)-1H-pyrazole N[C@@H]1C2=CC=CC=C2CC12CCN(CC2)C2=CC(=C(C=N2)C(=C)C2=NNC=C2)Cl